COP(OC)(=O)C1=C(C=CC=C1)NC1=NC(=NC=C1C(F)(F)F)Cl (2-((2-chloro-5-(trifluoromethyl)pyrimidin-4-yl)amino)phenyl)phosphonic acid dimethyl ester